[N+](=O)([O-])C1=C(C=CC=C1CO)CO 2-nitro-1,3-bis(hydroxymethyl)benzene